CC1(SCCC1)C(=O)OCC ethyl 2-methyltetrahydrothiophene-2-carboxylate